NC(C(O)C1=CC=C(C=C1)S(=O)(=O)C)C(OCC)(OCC)OCC 2-amino-3,3,3-triethoxy-1-(4-methylsulfonylphenyl)1-propanol